Cl.NC1=NC(=CC(=N1)C1=CCC2(CC(NC2)C(=O)O)CC1)O[C@@H](C(F)(F)F)C1=C(C=C(C=C1)Cl)N1N=C(C=C1)C 8-(2-amino-6-((R)-1-(4-chloro-2-(3-methyl-1H-pyrazole-1-yl)phenyl)-2,2,2-trifluoroethoxy)pyrimidine-4-yl)-2-azaspiro[4.5]dec-7-ene-3-carboxylic acid hydrochloride